CN1C[C@H](NCC1)C (R)-1,3-dimethylpiperazine